ethyl 5-cyclopropyl-4-iodo-1-methyl-1H-pyrazole-3-carboxylate C1(CC1)C1=C(C(=NN1C)C(=O)OCC)I